8-methyl-[1,2,4]triazolo[1,5-c]pyrimidin CC=1C=2N(C=NC1)N=CN2